[N+](=[N-])=C1C=CC2=CC=CC=C12 diazoindene